C(CC)OC(C(=C)C)=O Propanylmethacrylate